C1(CCCCC1)CC1=C(C=C(C=C1O)C)O 2-(Cyclohexylmethyl)-5-methylbenzene-1,3-diol